5-bromo-4-methyl-pyridin-3-amine BrC=1C(=C(C=NC1)N)C